(3S,4S)-4-((6-methoxypyridin-3-yl)methoxy)-1-(5-(methylamino)nicotinyl)pyrrolidin ethyl-1-fluorodibenzo[b,f]oxepine-10-carboxylate C(C)OC(=O)C1=CC2=C(OC3=C1C=CC=C3)C=CC=C2F.COC2=CC=C(C=N2)CO[C@H]2CCN(C2)CC2=CN=CC(=C2)NC